ethyl 7-(2-{5-[(7R)-7-amino-2-azabicyclo[2.2.1]heptane-2-carbonyl]-7-methoxy-1-methyl-1H-1,3-benzodiazol-2-yl}-1-(cyclopropylmethyl)-1H-indol-6-yl)-4-hydroxyquinoline-3-carboxylate N[C@H]1C2N(CC1CC2)C(=O)C2=CC1=C(N(C(=N1)C=1N(C3=CC(=CC=C3C1)C1=CC=C3C(=C(C=NC3=C1)C(=O)OCC)O)CC1CC1)C)C(=C2)OC